tert-butyl 2-bromo-2-((3R,4S)-3,4,7-trimethylisochroman-5-yl)acetate BrC(C(=O)OC(C)(C)C)C1=C2[C@@H]([C@H](OCC2=CC(=C1)C)C)C